1-chloro-1,1,2,2,3,3,4,4-octafluorobutane ClC(C(C(C(F)F)(F)F)(F)F)(F)F